2-(7-(4-neopentyl-3-(trifluoromethyl)benzyloxy)-1,2,3,4-tetrahydrocyclopenta[b]indol-3-yl)acetic acid C(C(C)(C)C)C1=C(C=C(COC2=CC=3C4=C(NC3C=C2)C(CC4)CC(=O)O)C=C1)C(F)(F)F